O1C[C@H](CC1)NC1=CC(=NC=C1C=1SC(=NN1)N1CCNCC1)C1=CC=C2N1N=CC(=C2)C#N 7-(4-{[(3S)-oxolan-3-yl]amino}-5-[5-(piperazin-1-yl)-1,3,4-thiadiazol-2-yl]pyridin-2-yl)pyrrolo[1,2-b]pyridazine-3-carbonitrile